(4-Acryloylpiperazin-1-yl)-6-chloro-7-(2-fluorophenyl)-1-(2-isopropyl-4-methylpyridin-3-yl)-2-oxo-1,2-dihydro-1,8-naphthyridine-3-carbonitrile C(C=C)(=O)N1CCN(CC1)C1=C(C(N(C2=NC(=C(C=C12)Cl)C1=C(C=CC=C1)F)C=1C(=NC=CC1C)C(C)C)=O)C#N